CN(C(=O)C1=C(C=CC=C1)B(O)O)C 2-(dimethylcarbamoyl)phenylboronic acid